4,5-dihydroxypentanoic acid OC(CCC(=O)O)CO